1-bromo-4-(cyclopentyloxy)benzene BrC1=CC=C(C=C1)OC1CCCC1